The molecule is a member of the classs of octahydronaphthalenes and a sesquiterpene that is 1,2,3,4,4a,5,6,7-octahydronaphthalene which is substituted by an isopropenyl group at position 3 and by methyl groups at positions 4a and 5 (the 3R,4aR,5S- diastereoisomer). It is a member of octahydronaphthalenes, a polycyclic olefin and a sesquiterpene. It is an enantiomer of a (+)-eremophilene. C[C@H]1CCC=C2[C@@]1(C[C@@H](CC2)C(=C)C)C